t-Butylacrylat C(C)(C)(C)OC(C=C)=O